O1C(OCC1)C1CCN(CC1)C1=C(C=C(N)C=C1)F 4-(4-(1,3-dioxolan-2-yl)piperidin-1-yl)-3-fluoroaniline